C(#N)C1=CC=C(CCN2N(CCC2=O)CCC(=O)C=2C=C(C=CC2)C2=C(C=C(C=C2)C(=O)N)C)C=C1 3'-(3-(2-(4-cyanophenethyl)-3-oxopyrazolidin-1-yl)propanoyl)-2-methyl-[1,1'-biphenyl]-4-carboxamide